FC(C1(OCCO1)COC1=CC=C(C=C1)CN1N=CC(=C1)CO)(F)F 1-[[4-[[2-(trifluoromethyl)-1,3-dioxolan-2-yl]methoxy]phenyl]-methyl]-1H-pyrazole-4-methanol